ClC1=C(CO)C=CC(=C1)C(F)(F)F 2-chloro-4-(trifluoromethyl)benzyl alcohol